BrC=1C=CSC1Br 4,5-dibromothiophene